tert-butyl (Z)-2-((3-benzyl-5-(2-fluoro-3-nitrophenyl)pyrazin-2-yl)amino)-3-(3-(methoxymethyl)phenyl)acrylate C(C1=CC=CC=C1)C=1C(=NC=C(N1)C1=C(C(=CC=C1)[N+](=O)[O-])F)N\C(\C(=O)OC(C)(C)C)=C/C1=CC(=CC=C1)COC